1,4-bis(4-amino-2-pyridyl)benzene NC1=CC(=NC=C1)C1=CC=C(C=C1)C1=NC=CC(=C1)N